C(C)OC(C=CC1N(CCC1)C1=NC(=C(N=C1)C1=CC=CC=C1)C1=CC=CC=C1)=O 3-(1-(5,6-diphenylpyrazin-2-yl)pyrrolidin-2-yl)acrylic acid ethyl ester